COC(CSC1=NC=C(C=C1)Cl)=O.FC1=C(N)C(=CC=C1)C=1C=NC(=CC1)C 2-fluoro-6-(6-methylpyridin-3-yl)aniline methyl-2-[(5-chloropyridin-2-yl)sulfanyl]acetate